(S)-4-amino-N-(6-chloro-2,3-dihydrobenzofuran-3-yl)-N,1-dimethyl-1H-pyrazolo[4,3-c]quinoline-8-carboxamide 2,2,2-trifluoroacetate FC(C(=O)O)(F)F.NC1=NC=2C=CC(=CC2C2=C1C=NN2C)C(=O)N(C)[C@@H]2COC1=C2C=CC(=C1)Cl